C(=O)C1CC2(OCCO2)C[C@@H](N1C(=O)OC(C)(C)C)C tert-butyl (9S)-7-formyl-9-methyl-1,4-dioxa-8-azaspiro[4.5]decane-8-carboxylate